2-methoxy-5-(1-methyl-1H-pyrazol-4-yl)-4-morpholinylaniline COC1=C(N)C=C(C(=C1)N1CCOCC1)C=1C=NN(C1)C